ClC=1C=C2C(=NC(=NC2=C(C1C1=C2C=NNC2=CC=C1C)F)NC1COCC1)N1CCN(CC1)C(C=C)=O 1-(4-(6-chloro-8-fluoro-7-(5-methyl-1H-indazol-4-yl)-2-(tetrahydrofuran-3-ylamino)quinazolin-4-yl)piperazin-1-yl)prop-2-en-1-one